4-(1-isopropyl-3-(6-(trifluoromethyl)pyridin-2-yl)-1H-1,2,4-triazol-5-yl)cyclohexanone C(C)(C)N1N=C(N=C1C1CCC(CC1)=O)C1=NC(=CC=C1)C(F)(F)F